diisopropyl di(ethyl acetoacetate) C(C)CC(CC(=O)OC(C)C)=O.C(C)CC(CC(=O)OC(C)C)=O